(RS)-6-(6-cyanopyridin-3-yl)-2,2-difluoro-7-azaspiro[3.5]nonane-7-carboxylic acid tert-butyl ester C(C)(C)(C)OC(=O)N1[C@H](CC2(CC(C2)(F)F)CC1)C=1C=NC(=CC1)C#N |r|